1-bromo-2-(2-chloro-3,3,3-trifluoroprop-1-en-1-yl)-4-methoxybenzene BrC1=C(C=C(C=C1)OC)C=C(C(F)(F)F)Cl